C(C)(C)C1=CC=C(C=C1)C#CC1=CC=CC=C1 1-isopropyl-4-(phenylethynyl)benzene